Cl.N1(N=CN=C1)CCN 1H-1,2,4-triazole-1-ethylamine hydrochloride